C(N)(=O)[C@H]1N2C(N([C@H](C=C1C)C2)OC(C(=O)OCC)(F)F)=O Ethyl 2-(((2s,5r)-2-carbamoyl-3-methyl-7-oxo-1,6-diazabicyclo[3.2.1]oct-3-en-6-yl) oxy)-2,2-difluoroacetate